FC1=CC=C(C=C1)[C@@H]1NCCC1 (R)-2-(4-fluorophenyl)pyrrolidine